CN(CC#CC1=CC(=C(C=C1[N+](=O)[O-])NC1=NC=CC(=N1)C1=CN(C2=CC=CC=C12)C)OC)C N-(4-(3-(dimethylamino)prop-1-yn-1-yl)-2-methoxy-5-nitrophenyl)-4-(1-methyl-1H-indol-3-yl)pyrimidin-2-amine